3,4-dichlorobenzylamine ClC=1C=C(CN)C=CC1Cl